Heptane-6-carboxamide hydrochloride Cl.CCCCCC(C)C(=O)N